Cl.FC(C1=CC=2N(C3=CC=CC=C3SC2C=C1)CCCN1CCC(CC1)CN)(F)F [(1-(3-(2-(trifluoromethyl)-10H-phenothiazin-10-yl)propyl)piperidin-4-yl)methanamine]-HCl